2-glycidyl-ethoxysilane C(C1CO1)CCO[SiH3]